tert-butyl 3-(2-methoxyacetamido)-3-(pyridin-2-yl)azetidine-1-carboxylate COCC(=O)NC1(CN(C1)C(=O)OC(C)(C)C)C1=NC=CC=C1